(3-(4-((4-methylpyridin-2-yl)oxy)phenyl)-1,2,4-oxadiazol-5-yl)methacrylic acid CC1=CC(=NC=C1)OC1=CC=C(C=C1)C1=NOC(=N1)C=C(C(=O)O)C